bis(2,3,5,6-tetrafluoro-4-((4,4,5,5,5-pentafluoropentyl)thio)phenyl)sulfane FC1=C(C(=C(C(=C1F)SCCCC(C(F)(F)F)(F)F)F)F)SC1=C(C(=C(C(=C1F)F)SCCCC(C(F)(F)F)(F)F)F)F